6-[5-[4-[2-(aminomethyl)-3,3-difluoro-allyl]-5-oxo-tetrazol-1-yl]-3-thienyl]-8-methyl-3,4-dihydro-1H-quinolin-2-one trifluoroacetate FC(C(=O)O)(F)F.NCC(CN1N=NN(C1=O)C1=CC(=CS1)C=1C=C2CCC(NC2=C(C1)C)=O)=C(F)F